(S)-4-(cyclopropylethynyl)-7-(hydroxymethyl)-4-(trifluoromethyl)-3,4-dihydroquinazoline C1(CC1)C#C[C@@]1(NC=NC2=CC(=CC=C12)CO)C(F)(F)F